N-isopropyl-2-((1R,3S)-3-(3-((2-methylpyrazolo[1,5-a]pyrazin-4-yl)amino)-1H-pyrazol-5-yl)cyclopentyl)acetamide C(C)(C)NC(C[C@H]1C[C@H](CC1)C1=CC(=NN1)NC=1C=2N(C=CN1)N=C(C2)C)=O